(S)-7-(2-amino-3,5-dichloro-6-fluorophenyl)-4-(2-methyl-4-(vinylsulfonyl)piperazin-1-yl)-6-(trifluoromethyl)-8H-pyrido[2,1-f][1,2,4]triazin-8-one NC1=C(C(=C(C=C1Cl)Cl)F)C1=C(C=C2C(=NC=NN2C1=O)N1[C@H](CN(CC1)S(=O)(=O)C=C)C)C(F)(F)F